BrC1=CC=C(C=C1)C(C)(C#C)C=1N=C(SC1)NC(=O)NCC1(CCNCC1)O 1-(4-(2-(4-bromophenyl)but-3-yn-2-yl)thiazol-2-yl)-3-((4-hydroxypiperidin-4-yl)methyl)urea